1-[2-(N,N-dimethylamino)ethyl]-4-[4-(methoxy)phenylthiomethyl]-1H-1,2,3-triazole CN(C)CCN1N=NC(=C1)CSC1=CC=C(C=C1)OC